2-fluoro-1-(2-hydroxy-3-(3-(4-(trifluoromethyl)phenyl)-1H-pyrazolo[3,4-b]pyridin-1-yl)azetidin-1-yl)prop-2-en-1-one FC(C(=O)N1C(C(C1)N1N=C(C=2C1=NC=CC2)C2=CC=C(C=C2)C(F)(F)F)O)=C